6-(2-(m-tolyl)pyridin-3-yl)quinazoline C1(=CC(=CC=C1)C1=NC=CC=C1C=1C=C2C=NC=NC2=CC1)C